((S)-2-amino-2-oxo-1-[[(3S)-2-oxopyrrolidin-3-yl]methyl]ethyl)-4-methylsulfanyl-pyrrolidine-2-carboxamide NC([C@H](C[C@H]1C(NCC1)=O)N1C(CC(C1)SC)C(=O)N)=O